C(C(C)C)OCCC[Si](OCC)(C)C isobutoxypropyl-dimethylethoxysilane